ClC1=CC(=C(C=C1)C1(OC2=C(C1)C=CC=C2C2CCN(CC2)CC=2N(C(=C(N2)C)/C=C/C(=O)O)C[C@H]2OCC2)C)F (E)-3-(2-((4-(2-(4-chloro-2-fluorophenyl)-2-methyl-2,3-dihydrobenzofuran-7-yl)piperidin-1-yl)methyl)-4-methyl-1-(((S)-oxetan-2-yl)methyl)-1H-imidazol-5-yl)acrylic acid